(2R)-N-methyl-2-piperidinemethanol CN1[C@H](CCCC1)CO